C1=CC=C(C=2SC3=C(C21)C=CC=C3)C3=NC(=NC(=N3)C3=CC=2C(C1=CC=CC=C1C2C=C3)(C)C)C=3C=C(C=CC3)C3=CC=C(C=C3)C3=CC=CC=C3 2-(dibenzothiophene-4-yl)-4-(9,9-dimethylfluoren-2-yl)-6-(4'-phenyl-1,1'-biphenyl-3-yl)-1,3,5-triazine